3-Fluoro-1,7,11b-triaza-benzo[c]fluorene-6-carboxylic Acid (2-morpholin-4-yl-ethyl)-amide N1(CCOCC1)CCNC(=O)C1=CC2=C(N3C=4C=CC=CC4N=C13)N=CC(=C2)F